(2S,3R)-2-(3,4-dihydroxyphenyl)chroman-3,5,7-triol OC=1C=C(C=CC1O)[C@@H]1OC=2C=C(C=C(C2C[C@H]1O)O)O